5,6-dimethoxy-1-(phenylsulfonyl)-1H-indole COC=1C=C2C=CN(C2=CC1OC)S(=O)(=O)C1=CC=CC=C1